(3-Benzyl-1,2,3-oxadiazol-3-ium-5-yl)((3-(2-phenylacetamido)-5-(trifluoro-methyl)phenyl)carbamoyl)amide C(C1=CC=CC=C1)[N+]1=NOC(=C1)[N-]C(NC1=CC(=CC(=C1)C(F)(F)F)NC(CC1=CC=CC=C1)=O)=O